BrC1=CC=C2C(=NNC2=C1)C#N 6-bromo-1H-indazole-3-carbonitrile